N[C@@H](CO)[C@@H]([C@@H](CCCCCCCCCCCCCC)O)O (2S,3S,4R)-2-aminooctadecane-1,3,4-triol